C1(CC1)C=1C=[N+](C=C(C1)NC(C1=C(C=C(C(=C1)Cl)Cl)OC1=CC=C(C=C1)OC(F)(F)F)=O)[O-] 3-Cyclopropyl-5-(4,5-dichloro-2-(4-(trifluoromethoxy)phenoxy)benzamido)pyridine 1-oxide